CC1(N(C2=CC=CC=C2C(=N1)C=1C=NC2=CC=CC=C2C1)C#N)C 2,2-dimethyl-4-(quinolin-3-yl)quinazoline-1(2H)-carbonitrile